2,2',3,3'-tetrafluorobenzidine FC1=C(C=CC(=C1F)N)C1=C(C(=C(N)C=C1)F)F